[3-(difluoromethyl)-1-trityl-pyrazol-4-yl]boronic acid FC(C1=NN(C=C1B(O)O)C(C1=CC=CC=C1)(C1=CC=CC=C1)C1=CC=CC=C1)F